C(C)(C)(C)OC(=O)N(C=1C(=CC=C2C=CC(=CC12)C1=NC(=NC=C1)C(=O)OC)OC)CC(=C)C#N methyl 4-[8-[tert-butoxycarbonyl(2-cyanoallyl)amino]-7-methoxy-2-naphthyl]pyrimidine-2-carboxylate